4-(3-Chloropyrazin-2-yl)thiopyridine 2-methoxyethyl-3-(3-acrylamido-4-methylphenyl)-2-(4-(4-methylpiperazin-1-yl)phenyl)-1H-pyrrolo[2,3-b]pyridine-5-carboxylate COCCOC(=O)C=1C=C2C(=NC1)NC(=C2C2=CC(=C(C=C2)C)NC(C=C)=O)C2=CC=C(C=C2)N2CCN(CC2)C.ClC=2C(=NC=CN2)SC2=CC=NC=C2